4-(1H-imidazol-1-yl)butan-1-ol N1(C=NC=C1)CCCCO